C[C@@H]1[C@H]([C@H]([C@@H](O1)N2C=C(C(=NC2=O)N)F)OC(=O)C)OC(=O)C 2',3'-di-O-acetyl-5'-deoxy-5-fluorocytidine